Methyl 5-(3-((1-((3-aminobenzyl)sulfonyl)-2,2-dimethylpiperidin-4-yl)oxy)phenyl)-4-chloro-3-(2-methoxy-2-oxoethoxy)thiophene-2-carboxylate NC=1C=C(CS(=O)(=O)N2C(CC(CC2)OC=2C=C(C=CC2)C2=C(C(=C(S2)C(=O)OC)OCC(=O)OC)Cl)(C)C)C=CC1